Cl.NCC1=CC=C2C(N3C(=NC2=C1)C(C1=CC(=CC=C13)F)=O)=O 3-(aminomethyl)-8-fluoroindolo[2,1-b]quinazoline-6,12-dione hydrochloride